disodium hydroquinone salt C1(O)=CC=C(O)C=C1.[Na].[Na]